4-((7-(5-chloro-6-oxo-1,6-dihydropyridazin-4-yl)-5,6,7,8-tetrahydropyrido[3,4-d]pyrimidin-4-yl)thio)-3-(trifluoromethyl)benzonitrile ClC1=C(C=NNC1=O)N1CC=2N=CN=C(C2CC1)SC1=C(C=C(C#N)C=C1)C(F)(F)F